FC=1C=C2C(=NNC2=CC1OCCOC)C1=CC(=NO1)C=1C=CC(=NC1)C(=O)N1CC(C1)C#N 1-(5-{5-[5-Fluoro-6-(2-methoxy-ethoxy)-1H-indazol-3-yl]-isoxazol-3-yl}-pyridine-2-carbonyl)-azetidine-3-carbonitrile